COC(=O)C=1C(N(C2=CC(=CC=C2C1N)C(F)(F)F)C1=CC=C(C=C1)O)=O 4-amino-1-(4-hydroxyphenyl)-2-oxo-7-(trifluoromethyl)-1,2-dihydroquinoline-3-carboxylic acid methyl ester